5-methyl-3-(tributylstannyl)-6,7-dihydro-5H-cyclopenta[B]pyridin-5-ol CC1(CCC2=NC=C(C=C21)[Sn](CCCC)(CCCC)CCCC)O